methylenedisulfonic acid methylene ester C1OS(=O)(=O)CS(=O)(=O)O1